1,2-dichloro-1,2,3,3,4,4-hexafluorocyclobutane ClC1(C(C(C1(F)F)(F)F)(F)Cl)F